9-Isopropoxy-8-(1-isopropyl-piperidin-3-yloxy)-6,6-dimethyl-11-oxo-6,11-dihydro-5H-benzo[b]carbazole-3-carbonitrile C(C)(C)OC1=CC2=C(C(C=3NC4=CC(=CC=C4C3C2=O)C#N)(C)C)C=C1OC1CN(CCC1)C(C)C